bis[4-(1-methyl-1-phenyl-ethyl)phenyl] [(E)-octadec-9-enyl] phosphite P(OC1=CC=C(C=C1)C(C)(C1=CC=CC=C1)C)(OC1=CC=C(C=C1)C(C)(C1=CC=CC=C1)C)OCCCCCCCC\C=C\CCCCCCCC